(3-(3-((2,5-dichloro-7-((2-(trimethylsilyl)ethoxy)methyl)-7H-pyrrolo[2,3-d]pyrimidine-4-yl)amino)propoxy)-4-nitrophenyl)boronic acid ClC=1N=C(C2=C(N1)N(C=C2Cl)COCC[Si](C)(C)C)NCCCOC=2C=C(C=CC2[N+](=O)[O-])B(O)O